butyl α-cyano-6-methyl-p-methoxy-cinnamate C(#N)C(C(=O)OCCCC)=CC1=CC=C(C=C1C)OC